tert-Butyl 5-((5-chloro-2-(methoxycarbonyl)thiophen-3-yl)oxy)-2-azabicyclo[2.2.1]heptane-2-carboxylate ClC1=CC(=C(S1)C(=O)OC)OC1C2CN(C(C1)C2)C(=O)OC(C)(C)C